4-((2-(6-(2-(ethyl-(isopropyl)carbamoyl)-4-fluorophenoxy)-1,2,4-triazin-5-yl)-2,7-diazaspiro[3.5]nonan-7-yl)methyl)-N-(2-fluorophenyl)piperidine-1-carboxamide C(C)N(C(=O)C1=C(OC2=C(N=CN=N2)N2CC3(C2)CCN(CC3)CC3CCN(CC3)C(=O)NC3=C(C=CC=C3)F)C=CC(=C1)F)C(C)C